C(#N)C=1C(=NC=CC1)C(C(=O)N[C@H](C(=O)O)CCN(CCCCC1=NC=2NCCCC2C=C1)C[C@@H](CF)OC)C (2S)-2-(2-(3-cyanopyridin-2-yl)propanamido)-4-(((S)-3-fluoro-2-methoxypropyl)(4-(5,6,7,8-tetrahydro-1,8-naphthyridin-2-yl)butyl)amino)butanoic acid